5-bromoindoline-1-carboxylic acid benzyl ester C(C1=CC=CC=C1)OC(=O)N1CCC2=CC(=CC=C12)Br